tert-butyl 3-(2-butanesulfonyl-5-oxo-7,8-dihydropyrido[4,3-d]pyrimidin-6(5H)-yl)propanoate C(CCC)S(=O)(=O)C=1N=CC2=C(N1)CCN(C2=O)CCC(=O)OC(C)(C)C